OC(C#CC=1NC=CC1)(C)C 2-(3-hydroxy-3-methylbut-1-yn-1-yl)-1H-pyrrole